BrC=1C=NC(=NC1)N[C@H]1CN(CC1)C(=O)C1=CC(=C(C=C1)NC(\C=C\CN(C)C)=O)Cl (R,E)-N-(4-(3-((5-bromopyrimidin-2-yl)amino)pyrrolidine-1-carbonyl)-2-chlorophenyl)-4-(dimethylamino)but-2-enamide